N2-(2-methyl-4-(1,4-oxazepan-4-yl)phenyl)spiro[3.3]heptane-2,6-diamine CC1=C(C=CC(=C1)N1CCOCCC1)NC1CC2(C1)CC(C2)N